CCCCCCCCC(CCCCCCCCCCCCC)=O 9-docosanone